FC(S(=O)(=O)C1=CC=C(C=C1)CC1CC2(CN(C2)C(=O)N2C[C@@H]3[C@@H](OCC(N3)=O)CC2)C1)(F)F (4aR,8aS)-6-[6-[[4-(trifluoromethylsulfonyl)phenyl]methyl]-2-azaspiro[3.3]heptane-2-carbonyl]-4,4a,5,7,8,8a-hexahydropyrido[4,3-b][1,4]oxazin-3-one